BrC1=CC=C(C=C1)[C@H]1C[C@H](CN(C1)C)NC(C1=NC=CC=C1)=O N-((3R,5R)-5-(4-bromophenyl)-1-methylpiperidin-3-yl)picolinamide